2,2-bis(3-methyl-4-hydroxyphenyl)-4-methylpentane CC=1C=C(C=CC1O)C(C)(CC(C)C)C1=CC(=C(C=C1)O)C